propenyl-phosphorous acid C(=CC)P(O)(O)O